Dicarbonyl-rhodium dichloride C(=O)=[Rh](=C=O)(Cl)Cl